Cl.CC1=CC=2C(=C3C(=NC2C=C1)CCC3)N 7-methyl-1H,2H,3H-cyclopenta[b]quinoline-9-amine hydrochloride